(5R)-2-fluoro-2-{5-[(4-fluorophenyl)methyl]-1,3-thiazol-2-yl}-5-methyl-1λ6-thiomorpholine-1,1-dione FC1(CN[C@@H](CS1(=O)=O)C)C=1SC(=CN1)CC1=CC=C(C=C1)F